9,9-bis(4-hydroxy-3,5-dibromophenyl)fluorene OC1=C(C=C(C=C1Br)C1(C2=CC=CC=C2C=2C=CC=CC12)C1=CC(=C(C(=C1)Br)O)Br)Br